13-Pentacosenoic acid C(CCCCCCCCCCCC=CCCCCCCCCCCC)(=O)O